CSC1=CC2=NC=CC=C2O1 (methylsulfanyl)furo[3,2-b]pyridine